sodium chromate salt [Cr](=O)(=O)([O-])[O-].[Na+].[Na+]